(3S,4R)-4-(tert-butyl)-1-(2-methoxyethyl)pyrrolidin-3-amine C(C)(C)(C)[C@H]1[C@@H](CN(C1)CCOC)N